1-phenyl-3-methyl-4-benzoyl-5-pyrazolone C1(=CC=CC=C1)N1N=C(C(C1=O)C(C1=CC=CC=C1)=O)C